C(C1=CC=CC=C1)(=O)NC=1C=CC=2N(C1)C=C(N2)C(=O)OCC ethyl 6-benzamidoimidazo[1,2-a]pyridine-2-carboxylate